7-(diethylamino)-4-hydroxycoumarin C(C)N(C1=CC=C2C(=CC(OC2=C1)=O)O)CC